C(C)(=O)N1CCC(CC1)(OC)C=1C(N(C2=C(C(=NC(=C2C1)Cl)C)OCC1=CC=CC=C1)C)=O 3-(1-Acetyl-4-methoxypiperidin-4-yl)-8-(benzyloxy)-5-chloro-1,7-dimethyl-1,6-naphthyridin-2(1H)-one